methylamine tin-lead [Pb].[Sn].CN